FC1=C(C(=CC=C1)OC)C1=CC(=NC=C1C(=O)NC=1SC(=NN1)OCC(C)(C)O)C 4-(2-fluoro-6-methoxyphenyl)-N-(5-(2-hydroxy-2-methylpropyloxy)-1,3,4-thiadiazol-2-yl)-6-methylnicotinamide